ClC1=C(C(=CC=C1)Cl)N1N=C(C(=C1)NC1=CC=C(C=C1)C1=NN=C2N1CCCC2)C(=O)N 1-(2,6-dichlorophenyl)-4-((4-(5,6,7,8-tetrahydro-[1,2,4]triazolo[4,3-a]pyridin-3-yl)phenyl)amino)-1H-pyrazole-3-carboxamide